C(C)(C)(C)OC(=O)N1/C(/C(C(C1)(C)C)=O)=C/N(C)C (E)-2-((dimethylamino)methylene)-4,4-dimethyl-3-oxopyrrolidine-1-carboxylic acid tert-butyl ester